NC1=C(C=C(C2=CC=CC=C12)S(=O)(=O)O)N=NC=1C=NC(=CC1)C1=C(C=CC=C1)OCCCO 4-amino-3-{6-[2-(3-hydroxypropoxy)phenyl]pyridine-3-ylazo}naphthalene-1-sulfonic acid